ClC1=CC=C(O[C@H](C(=O)NOC2CN(C2)C(=O)OC(C)(C)C)C)C=C1 tert-butyl 3-{[(2S)-2-(4-chlorophenoxy)propanamido]oxy}azetidine-1-carboxylate